N-[2-[3-chloro-7-(cyclopropyloxy)-1-naphthyl]-1,1-dideutero-ethyl]acetamide ClC=1C=C(C2=CC(=CC=C2C1)OC1CC1)CC([2H])([2H])NC(C)=O